distearylethylammonium methyl-sulfate COS(=O)(=O)[O-].C(CCCCCCCCCCCCCCCCC)[NH+](CC)CCCCCCCCCCCCCCCCCC